methyl (2-chlorophenyl) ((R)-2-((4-cyano-3-(1H-1,2,4-triazol-1-yl)benzyl)oxy)-3-(octadecyloxy)propyl) phosphate P(=O)(OC)(OC1=C(C=CC=C1)Cl)OC[C@@H](COCCCCCCCCCCCCCCCCCC)OCC1=CC(=C(C=C1)C#N)N1N=CN=C1